3-((1r,4r)-4-(dimethylamino)cyclohexyl)urea CN(C1CCC(CC1)NC(N)=O)C